N,N-Di-(2-hydroxyethyl)glycine OCCN(CC(=O)O)CCO